2-(4-(4-isopropyl-3-methyl-5-(8-methyl-[1,2,4]triazolo[1,5-a]pyridin-6-yl)-6H-thieno[2,3-b]pyrrol-2-yl)azepan-1-yl)acetamide C(C)(C)C=1C2=C(NC1C=1C=C(C=3N(C1)N=CN3)C)SC(=C2C)C2CCN(CCC2)CC(=O)N